(3-(pyridin-2-yl)-1-(tetrahydro-2H-pyran-4-yl)-1H-pyrazol-4-yl)-[2,4'-bipyridine]-6-carboxamide N1=C(C=CC=C1)C1=NN(C=C1C=1C(=NC(=CC1)C(=O)N)C1=CC=NC=C1)C1CCOCC1